3-(7-fluoro-5-(((2S,5R)-5-isopropyl-3,6-dimethoxy-2,5-dihydropyrazin-2-yl)methyl)quinolin-8-yl)-4-methoxy-1,6-dimethylpyridin-2(1H)-one FC1=CC(=C2C=CC=NC2=C1C=1C(N(C(=CC1OC)C)C)=O)C[C@@H]1N=C([C@H](N=C1OC)C(C)C)OC